2-((2-((2-((2-aminoethyl)(2-(3-(2-((2-aminoethyl)amino)ethyl)-2-oxoimidazolidin-1-yl)ethyl)amino)ethyl)amino)ethyl)amino)acetonitrile NCCN(CCNCCNCC#N)CCN1C(N(CC1)CCNCCN)=O